Cl.ClC=1C(=CC2=C(C1)[C@@H]1NCCC[C@@H]1O2)C(F)(F)F (4aS,9bS)-8-chloro-7-(trifluoromethyl)-1,2,3,4,4a,9b-hexahydrobenzofuro[3,2-b]pyridine hydrochloride